[N-]=C=O.C(C1CCCO1)O tetrahydrofurfuryl alcohol isocyanate